COC=1C(=C2C=CN(C2=C(C1)C)C(=O)OC(C)(C)C)CN1[C@@H](C[C@H](CC1)NC1COC1)C1=CC=C(C=C1)C(=O)OC tert-butyl 5-methoxy-4-(((2S,4S)-2-(4-(methoxycarbonyl)phenyl)-4-(oxetan-3-ylamino)piperidin-1-yl)methyl)-7-methyl-1H-indole-1-carboxylate